FC(C)(F)C=1C=CC(=NC1)NC(=O)C=1C(=CC(=C(C1)NC(=O)C1=CN=C(S1)C)C)F N-[5-[[5-(1,1-Difluoroethyl)pyridin-2-yl]carbamoyl]-4-fluoro-2-methylphenyl]-2-methyl-1,3-thiazole-5-carboxamide